FC(C1=NN=CO1)(F)F 5-(trifluoromethyl)-1,3,4-oxadiazol